2,3,3,3-tetrachloropropylene ClC(=C)C(Cl)(Cl)Cl